C(C)N1SC(N(C1=O)C(C)C)=[NH+]CCCCCCCCCNC=1C2=CC=CC=C2N=C2CCCCC12 2-Ethyl-4-isopropyl-5-[9-(1,2,3,4-tetrahydro-acridin-9-ylamino)-nonyl-iminio]-[1,2,4]thiadiazolidin-3-one